CC1=NC(=NO1)C1=CC=C2C=C[N+](=CC2=C1)[O-] 5-methyl-3-(2-oxidoisoquinolin-2-ium-7-yl)-1,2,4-oxadiazole